[Cl-].CC1=CC=CC=C1 1-methylbenzene chloride